P(=O)(O)(OC(C)(C)OC1=CC(=CC(=C1C1=CC(=CC=C1)C)OC(C)(C)OP(=O)(O)[O-])CCCCC)[O-].[NH4+].[NH4+] diammonium ((3'-methyl-4-pentyl-[1,1'-biphenyl]-2,6-diyl)bis(oxy))bis(propane-2,2-diyl) bis(hydrogen phosphate)